2,4-dichloro-5-(ethylthio)pyrimidine ClC1=NC=C(C(=N1)Cl)SCC